2-hydroxy-4-(5,7-dihydroxy-6-methoxy-4-oxo-4H-chromen-2-yl)phenolate OC1=C(C=CC(=C1)C=1OC2=CC(=C(C(=C2C(C1)=O)O)OC)O)[O-]